COC1=CC=C(CNC2CCC2)C=C1 N-(4-methoxybenzyl)cyclobutanamine